CC(CSC)N1N=CC=C1C(=O)N 2-(1-methyl-2-methylsulfanyl-ethyl)pyrazole-3-carboxamide